C(C)(C)(C)C=1C=C(CC2=NC=NC=N2)C=C(C1O)C(C)(C)C (3',5'-di-t-butyl-4'-hydroxybenzyl)-s-triazine